3-((S)-3-((R)-8-(benzo[c][1,2,5]thiadiazol-4-ylsulfonyl)-1-oxa-8-azaspiro[4.5]dec-3-ylamino)propoxy)-N-methylbenzenesulfonamide N=1SN=C2C1C=CC=C2S(=O)(=O)N2CCC1(C[C@H](CO1)NCCCOC=1C=C(C=CC1)S(=O)(=O)NC)CC2